ClC1=C(C(=O)N2COC3=C(C2)C=CC=C3C3=CC(=C(C(=O)O)C=C3F)N3C2COCC3CC2)C(=CC(=C1)N1CC(C1)COC)Cl 4-[3-[2,6-Dichloro-4-[3-(methoxymethyl)azetidin-1-yl]benzoyl]-2,4-dihydro-1,3-benzoxazin-8-yl]-5-fluoro-2-(3-oxa-8-aza-bicyclo[3.2.1]octan-8-yl)benzoic acid